C1=CC=C(C=C1)C(=O)C2=C(C=CC(=C2)OC(=O)C3=CC(=C(C=C3)Br)[N+](=O)[O-])OC(=O)C4=CC(=C(C=C4)Br)[N+](=O)[O-] The molecule is a member of the class of benzophenones that is benzophenone substituted by (4-bromo-3-nitrobenzoyl)oxy groups at positions 1 and 4. It is a benzoate ester, an organobromine compound, a C-nitro compound and a member of benzophenones.